disodium 2,6-diisopropylphenoxymethyl phosphate P(=O)(OCOC1=C(C=CC=C1C(C)C)C(C)C)([O-])[O-].[Na+].[Na+]